1,4-bis(N,N-diglycidyl-aminomethyl)cyclohexane C(C1CO1)N(CC1CO1)CC1CCC(CC1)CN(CC1CO1)CC1CO1